β-Bisabolen CC1=CCC(CC1)C(=C)CCC=C(C)C